N-[(9H-Fluoren-9-ylmethoxy)carbonyl]-L-valyl-N6-[(2,2,2-trichloroethoxy)carbonyl]-L-lysine C1=CC=CC=2C3=CC=CC=C3C(C12)COC(=O)N[C@@H](C(C)C)C(=O)N[C@@H](CCCCNC(=O)OCC(Cl)(Cl)Cl)C(=O)O